ClC=1C=CC(=NC1)N 5-chloropyridin-2-amine